1-(4-((4-(1-((5,6-bis(benzyloxy)pyrimidin-4-yl)methyl)-3-isopropyl-2-oxoimidazolidin-4-yl)phenyl)ethynyl)benzyl)azetidine-3-carbonitrile C(C1=CC=CC=C1)OC=1C(=NC=NC1OCC1=CC=CC=C1)CN1C(N(C(C1)C1=CC=C(C=C1)C#CC1=CC=C(CN2CC(C2)C#N)C=C1)C(C)C)=O